N1(CCN(CC1)C(CCl)=O)C(CCl)=O (piperazine-1,4-diyl)bis(2-chloroethan-1-one)